ClC1=CC=C(OC2=CC(=C(C=C2)[C@](CN2N=CN=C2)(C)O)C(F)(F)F)C=C1 (2S)-2-[4-(4-chlorophenoxy)-2-(trifluoromethyl)phenyl]-1-(1,2,4-triazol-1-yl)propan-2-ol